(2S,5S)-4-((1r,3S)-3-cyano-1-methylcyclobutane-1-carbonyl)-2,3,4,5-tetrahydro-2,5-methanopyrido[3,4-f][1,4]thiazepine-9-carbonitrile C(#N)C1CC(C1)(C(=O)N1C[C@H]2SC3=C([C@@H]1C2)C=NC=C3C#N)C